C1=CC(=CC2=NC=C3C=CC=CC3=C12)/C=C/C(=O)OCC Ethyl (E)-3-(phenanthridin-3-yl)acrylate